6-((5-Fluoropyridin-2-yl)amino)-N-methoxy-4-((4-(N-Methylmethanesulfonamido)pyridin-3-yl)amino)Nicotinamide FC=1C=CC(=NC1)NC1=NC=C(C(=O)NOC)C(=C1)NC=1C=NC=CC1N(S(=O)(=O)C)C